C(C1=CC=CC=C1)NCC(CO)(C)C 3-(benzylamino)-2,2-dimethylpropan-1-ol